CC12C3C4(CCC(C3C(C=C1)C2)C4)C 2,10-dimethyltetracyclo[4.4.0.12,5.17,10]-3-dodecene